6-hydroxy-1H-pyrrolo[2,3-b]pyridin OC1=CC=C2C(=N1)NC=C2